di(p-methoxyphenyl)-5-phenylimidazole COC1=CC=C(C=C1)C=1N=C(NC1C1=CC=CC=C1)C1=CC=C(C=C1)OC